C(CCCCCCC(=O)O)CC(=O)O.C(C)(=O)OCCCCCCOC(C)=O hexane-1,6-diyl diacetate (hexane-1,6-diyl diacetate)